6-(2,5-dichloropyrimidin-4-yl)-4-fluoro-2-methyl-1-(oxetan-3-yl)-1H-benzimidazole ClC1=NC=C(C(=N1)C=1C=C(C2=C(N(C(=N2)C)C2COC2)C1)F)Cl